ClC1=CC=C(C=C1)/C(=C\C1=CC=C(C=C1)Cl)/C1=C(C=CC=C1)C1=C(C=CC=C1)P(C1=CC=CC=C1)C1=CC=CC=C1 (E)-(2'-(1,2-bis(4-chlorophenyl)vinyl)-[1,1'-biphenyl]-2-yl)diphenylphosphine